C1(=CC=CC=C1)C1CCN(CC1)CC=1NC(=NN1)C=1NC2=CC=CC=C2C1 2-(5-((4-phenylpiperidin-1-yl)methyl)-4H-1,2,4-triazol-3-yl)-1H-indole